C(C)(C)N1[C@@H](CCC1)CO (s)-(1-isopropylpyrrolidin-2-yl)methanol